N-((1S,5R)-3-Cyano-3-azabicyclo[3.1.0]hexan-1-yl)-5-(2-phenoxyphenyl)-1H-pyrazol-3-carboxamid C(#N)N1C[C@@]2(C[C@@H]2C1)NC(=O)C1=NNC(=C1)C1=C(C=CC=C1)OC1=CC=CC=C1